C(CCC(=O)[O-])(=O)ON1C(C=2C(C1=O)=CC=CC2)=O phthalimidyl succinate